7,7-dimethyl-2,3,4,6,7,8-hexahydro-1H-cyclopenta[4,5]pyrrolo[1,2-a]pyrazin-1-one CC1(CC2=C(C=C3N2CCNC3=O)C1)C